FC1=C(C(=CC(=C1)OC)F)[C@H]1[C@@H](C(NC1)=O)NC=1OC(=NN1)C1=CC=C(C=C1)OC(C)C (3S,4R)-4-(2,6-Difluoro-4-methoxyphenyl)-3-({5-[4-(propan-2-yloxy)phenyl]-1,3,4-oxadiazol-2-yl}amino)pyrrolidin-2-on